C(C1=CC=CC=C1)CCCCCCCCCCCCCC(NCCOCCOCCOCCCC(C)(C)C)=O 27-benzyl-1-tert-butyl-14-oxo-4,7,10-trioxa-13-azaheptacosane